ClC1=NC=C(C(=N1)C1=CC(=CC=C1)C1=CC=CC=C1)Cl 2,5-dichloro-4-(3-phenylphenyl)pyrimidine